3-(3-(3-(2-Methoxyethyl)-2,4-dioxo-1-(2-(piperidin-1-yl)ethyl)-1,2,3,4-tetrahydroquinazolin-6-yl)ureido)-N,N-dimethylbenzamide COCCN1C(N(C2=CC=C(C=C2C1=O)NC(NC=1C=C(C(=O)N(C)C)C=CC1)=O)CCN1CCCCC1)=O